C(C)(C)NC1=NC=NC(=N1)SC 4-isopropylamino-6-methylsulfanyl-1,3,5-triazine